3-(2-(pyrrolidin-1-yl) ethyl)-1H-indol-5-yl acetate C(C)(=O)OC=1C=C2C(=CNC2=CC1)CCN1CCCC1